N1C(=NC2=C1C=CC=C2)CN2C(C(=CC=C2)NC([C@H](CC\C=C\C(=O)NCCO)NC(OC)=O)=O)=O (S,E)-methyl (1-((1-((1H-benzo[d]imidazol-2-yl)methyl)-2-oxo-1,2-dihydropyridin-3-yl)amino)-7-((2-hydroxyethyl)amino)-1,7-dioxohept-5-en-2-yl)carbamate